SCCC[Si](C)(C)OC1CCCCC1 3-mercaptopropyl-cyclohexoxydimethyl-silane